2-(4-fluorophenyl)-4-[[phenylmethylsulfonyl]oxy]-5-amino-3(2H)-furanone FC1=CC=C(C=C1)C1OC(=C(C1=O)OS(=O)(=O)CC1=CC=CC=C1)N